ClC(C(=O)N1CC(C1)N1C(N(C2=CC=C(C=C2C1=O)S(=O)(=O)NC1(CC1)C)CC1CC1)=O)F 3-(1-(2-chloro-2-fluoroacetyl)azetidin-3-yl)-1-(cyclopropylmethyl)-N-(1-methylcyclopropyl)-2,4-dioxo-1,2,3,4-tetrahydroquinazoline-6-sulfonamide